BrC=1C=C2C=C(N=CC2=C(C1)Cl)NC(=O)[C@H]1[C@@H](C1)C#N |r| (+-)-trans-N-(6-bromo-8-chloro-3-isoquinolinyl)-2-cyano-cyclopropanecarboxamide